3-(3-(thiophen-2-yl)acryloyl)thiazolidin-2-one S1C(=CC=C1)C=CC(=O)N1C(SCC1)=O